ClC1=C(C(=C(C=C1)OCC=C)I)Cl 1,2-dichloro-3-iodo-4-(prop-2-en-1-yloxy)benzene